ClC=1C=C2C(=CC(=NC2=CC1)C(F)(F)F)N[C@@H]1C[C@@H](CCC1)NC(=O)C=1C(=NN(C1)CC(F)(F)F)C1CC1 N-[(1R,3S)-3-{[6-chloro-2-(trifluoromethyl)quinolin-4-yl]amino}cyclohexyl]-3-cyclopropyl-1-(2,2,2-trifluoroethyl)-1H-pyrazole-4-carboxamide